C1(CC1)S(=O)(=O)NC1=NC=CC(=C1F)CNC1(COC1)C1=C(C=C(O)C(=C1)F)O 4-[3-({[2-(cyclopropylsulfonylamino)-3-fluoro-4-pyridyl]methyl}amino)-3-oxetanyl]-6-fluororesorcinol